4-[2-[2-[[6-fluoro-5-[4-(6-methoxyimidazo[1,2-a]-pyridin-2-yl)phenyl]pyridin-2-yl]-[(2-methylpropan-2-yl)oxycarbonyl]amino]ethoxy]ethoxy]-phthalic acid FC1=C(C=CC(=N1)N(CCOCCOC=1C=C(C(C(=O)O)=CC1)C(=O)O)C(=O)OC(C)(C)C)C1=CC=C(C=C1)C=1N=C2N(C=C(C=C2)OC)C1